The molecule is the tertiary alcohol arising from addition of water across the C=C double bond of citronellal. It has a role as an allergen and a fragrance. It derives from a citronellal. CC(CCCC(C)(C)O)CC=O